m-isopentyl-nitrobenzene C(CC(C)C)C=1C=C(C=CC1)[N+](=O)[O-]